(R)-3,4-dibutyl-2-(9H-pyrido[2,3-b]indol-9-yl)isoquinolin-1(2H)-one C(CCC)C=1N(C(C2=CC=CC=C2C1CCCC)=O)N1C2=C(C3=CC=CC=C13)C=CC=N2